OCCCC[C@@H](C)OC1=C(C=CC(=C1)C)S(=O)(=O)N1[C@@H](CCC1)C(=O)OC(C)(C)C tert-butyl ((2-(((R)-6-hydroxyhexan-2-yl)oxy)-4-methylphenyl)sulfonyl)-L-prolinate